ClC1=C(C(=CC=C1Cl)OC)C1=CC=2N(C=C1)C=C(N2)C(=O)C2CCN(CC2)C(=O)[O-] 4-(7-(2,3-dichloro-6-methoxyphenyl)imidazo[1,2-a]pyridine-2-carbonyl)piperidine-1-carboxylate